3-carbamoyl-5-chlorophenylboronic acid C(N)(=O)C=1C=C(C=C(C1)Cl)B(O)O